8-(3-fluorophenyl)-2-(2-phenoxyacetyl)-1,3,4,12a-tetrahydrobenzo[e]pyrazino[1,2-a][1,4]diazepine-6,12(2H,11H)-dione FC=1C=C(C=CC1)C1=CC2=C(NC(C3N(C2=O)CCN(C3)C(COC3=CC=CC=C3)=O)=O)C=C1